N-[4-(7-chloro-5-hydroxy-2,3,4,5-tetrahydro-1-benzazepine-1-carbonyl)-3-methylphenyl]-2-methylbenzamide ClC=1C=CC2=C(C(CCCN2C(=O)C2=C(C=C(C=C2)NC(C2=C(C=CC=C2)C)=O)C)O)C1